4-(3-methoxybenzyl)piperazine COC=1C=C(CN2CCNCC2)C=CC1